(S)-2-(4-(6-((4-((1-(difluoromethyl)-1H-pyrazol-4-yl)ethynyl)-2-fluorobenzyl)oxy)pyridin-2-yl)-2,5-difluorobenzyl)-1-(oxetan-2-ylmethyl)-1H-benzo[d]imidazole-6-carboxylic acid FC(N1N=CC(=C1)C#CC1=CC(=C(COC2=CC=CC(=N2)C2=CC(=C(CC3=NC4=C(N3C[C@H]3OCC3)C=C(C=C4)C(=O)O)C=C2F)F)C=C1)F)F